P(OC1=C(C=C(C(=C1)C)SC1=CC(=C(C=C1C)O)C(C)(C)C)C(C)(C)C)(OC1=C(C=C(C(=C1)C)SC1=CC(=C(C=C1C)O)C(C)(C)C)C(C)(C)C)OC1=C(C=C(C(=C1)C)SC1=CC(=C(C=C1C)O)C(C)(C)C)C(C)(C)C tris[2-tert-butyl-4-(3-tert-butyl-4-hydroxy-6-methylphenylthio)-5-methyl phenyl] phosphite